ClC1=NC=C(C(=N1)C1=CC=C2C=NN(C2=C1)COC)Cl 6-(2,5-dichloropyrimidin-4-yl)-1-(methoxymethyl)-1H-indazole